3,3,3-trifluoro-N-(4-(3-(2-(piperidin-3-ylamino)pyrimidin-4-yl)pyridin-2-yloxy)naphthalen-1-yl)propane-1-sulfonamide FC(CCS(=O)(=O)NC1=CC=C(C2=CC=CC=C12)OC1=NC=CC=C1C1=NC(=NC=C1)NC1CNCCC1)(F)F